N1=C(C=CC2=NC=CC=C12)NC1=CC(=NC=C1)N1CCC(CC1)C(C)O [1-[4-(1,5-naphthyridin-2-ylamino)-2-pyridinyl]-4-piperidinyl]ethanol